C(C)(C)(C)OC(=O)NC1=CC=C(OC2=CC(=CC=C2)OC2=CC=C(C=C2)NC(=O)OC(C)(C)C)C=C1 (1,3-bis[4-(tert-butoxycarbonylamino)phenoxy])Benzene